isoindole-1,3-dione C1(NC(C2=CC=CC=C12)=O)=O